5-chloro-2-(2-fluoro-4-pyridinyl)-4-[(2R)-2-methyl-1,4-diazepan-1-yl]-1H-pyrimidin-6-one ClC1=C(N=C(NC1=O)C1=CC(=NC=C1)F)N1[C@@H](CNCCC1)C